Cl.ClCCC1CC(C1)CN (3-(2-chloroethyl)-cyclobutyl)methanamine hydrochloride